(3-(methoxycarbonyl)-4-nitrophenyl)hexahydropyrrolo[3,2-b]pyrrole-1(2H)-carboxylic acid tert-butyl ester C(C)(C)(C)OC(=O)N1C2C(CC1C1=CC(=C(C=C1)[N+](=O)[O-])C(=O)OC)NCC2